9-(3-iodopropyl)carbazole ICCCN1C2=CC=CC=C2C=2C=CC=CC12